C(#N)C=1C=CC(=C(C1)OB(O)O)C 5-cyano-2-methylphenyl-boric acid